C12(CC3CC(CC(C1)C3)C2)NC(=O)NC2=NN(C(=C2C)C2=CC=C(C=C2)Cl)C2=C(C=C(C=C2)Cl)Cl 1-((3s,5s,7s)-adamantan-1-yl)-3-(5-(4-chlorophenyl)-1-(2,4-dichlorophenyl)-4-methyl-1H-pyrazol-3-yl)urea